CC(CC(=O)NC=1C=C2C=CC(=NC2=CC1)C1=CC=CC=C1)(C)C 3,3-dimethyl-N-(2-phenylquinoline-6-yl)butaneamide